(2-(dimethylamino)ethyl)-2-(3-fluorophenyl)-5-phenyloxazole-4-carboxamide CN(CCNC(=O)C=1N=C(OC1C1=CC=CC=C1)C1=CC(=CC=C1)F)C